(3-hydroxy-5-(1-isopropyl-1H-pyrazol-4-yl)-4-methylpicolinoyl)glycine OC=1C(=NC=C(C1C)C=1C=NN(C1)C(C)C)C(=O)NCC(=O)O